NC1=NC=CC=C1C1=NN2C(C(N[C@@H](C2)COC)=O)=C1 (S)-2-(2-aminopyridin-3-yl)-6-(methoxymethyl)-6,7-dihydropyrazolo[1,5-a]pyrazin-4(5H)-one